4-iodo-5-methyl-2-(2-((3-(trimethylsilyl)prop-2-yn-1-yl)oxy)ethoxy)aniline IC1=CC(=C(N)C=C1C)OCCOCC#C[Si](C)(C)C